FC1=C(C(=CC(=C1)I)F)C1N(C(CC=2NC=3C=CC=CC3C21)C)CC(C)(C)F 1-(2,6-difluoro-4-iodophenyl)-2-(2-fluoro-2-methylpropyl)-3-methyl-2,3,4,5-tetrahydro-1H-pyrido[4,3-b]indole